5-phenylbornene C1(=CC=CC=C1)C1C2C=CC(C1)(C2(C)C)C